2-phenyl-2-(4-phenyl-1H-1,2,3-triazole-1-yl)ethanol C1(=CC=CC=C1)C(CO)N1N=NC(=C1)C1=CC=CC=C1